OC1=C(C=C(C=C1)C(CNC(CC1=CC=C(C=C1)OC)C)O)NC(C)=O N-[2-hydroxy-5-[1-hydroxy-2-[[2-(4-methoxyphenyl)-1-methylethyl]amino]ethyl]phenyl]acetamide